(Thien-2-ylmethyl)-4,5,6,7-tetrahydrothieno[3,2-c]pyridin-2-ylacetate S1C(=CC=C1)COC(CC1=CC=2CNCCC2S1)=O